N-acetyl-N-(tert-butoxycarbonyl)-S-trityl-L-cysteine C(C)(=O)N([C@@H](CSC(C1=CC=CC=C1)(C1=CC=CC=C1)C1=CC=CC=C1)C(=O)O)C(=O)OC(C)(C)C